(6Ar,10aR)-3-(4-ethylphenyl)-6,6,9-trimethyl-6a,7,10,10a-tetrahydrobenzo[c]chromen-1-ol C(C)C1=CC=C(C=C1)C=1C=C(C=2[C@H]3[C@H](C(OC2C1)(C)C)CC=C(C3)C)O